(4R,11bS)-4-(2-((R)-Cyclohexyl(4-methoxyphenyl)silyl)phenyl)-4,5-dihydro-3H-dinaphtho[2,1-c:1',2'-e]phosphepine C1(CCCCC1)[Si@@H](C1=C(C=CC=C1)P1CC2=C(C3=C(C1)C=CC1=CC=CC=C13)C=1C=CC=CC1C=C2)C2=CC=C(C=C2)OC